ClC=1C=C(C=NC(C(=O)O)CC2=CC=C(C=C2)O)C=CC1 2-(3-chlorobenzylidene-amino)-3-(4-hydroxy-phenyl)propanoic acid